C(CCCC(=O)O)CCC(CC(=O)O)O The molecule is an alpha,omega-dicarboxylic acid that is decanedioic (sebacic) acid carrying a hydroxy substituent at position 3. It has a role as a human urinary metabolite. It is an alpha,omega-dicarboxylic acid and a 3-hydroxy carboxylic acid. It derives from a sebacic acid. It is a conjugate acid of a 3-hydroxysebacate and a 3-hydroxysebacate(2-).